2-(3-acetyl-1H-indazol-1-yl)-N-(2-((3-chloro-2-fluorobenzyl)amino)-2-oxoethyl)-N-(trans-3-hydroxycyclobutyl)acetamide C(C)(=O)C1=NN(C2=CC=CC=C12)CC(=O)N([C@@H]1C[C@H](C1)O)CC(=O)NCC1=C(C(=CC=C1)Cl)F